tert-butyl ((2S)-1-((5-carbamoyl-2-fluoro-4-(1-oxo-1-((2,2,2-trifluoroethyl)amino)propan-2-yl)phenyl)amino)-3,3-dicyclopropyl-1-oxopropan-2-yl)carbamate C(N)(=O)C=1C(=CC(=C(C1)NC([C@H](C(C1CC1)C1CC1)NC(OC(C)(C)C)=O)=O)F)C(C(NCC(F)(F)F)=O)C